OC=1C(=C(C2=CC=CC=C2C1)O)S(=O)(=O)[O-] hydroxy-1-hydroxy-2-naphthalenesulfonate